OCC1(CCCC1)O 1-(hydroxymethyl)cyclopentanol